[Ru+2].C(C)(=O)OC1=C(C(=C(C2=CC=CC=C12)C1=C(C=CC2=CC=CC=C12)P(C1=CC=CC=C1)C1=CC=CC=C1)P(C1=CC=CC=C1)C1=CC=CC=C1)OC(C)=O diacetoxy[(R)-(+)-2,2'-bis(diphenylphosphino)-1,1'-binaphthyl] ruthenium (II)